S1C(=CC2=C1C=CC=C2)C2=CC=C(C=C2)N(C2=CC=C(C=C2)C2=CC=C(C=C2)C=2C=CC1=C(OC3=C1C=CC=C3)C2)C2=CC=C(C=C2)C=2OC3=C(N2)C=CC=C3 (4-benzothien-2-yl-phenyl)-(4-benzoxazol-2-yl-phenyl)-(4'-dibenzofuran-3-yl-biphenyl-4-yl)amine